C(C)(C)(C)OC(=O)NC(C(CCOCC(=O)OCC)(C)C)C(=O)N1[C@@H](C[C@H](C1)O)C(NCC1=CC=C(C=C1)C#C)=O 1-Ethyl 2-((4-((tert-butoxycarbonyl)amino)-5-((2S,4R)-2-((4-ethynylbenzyl)carbamoyl)-4-hydroxypyrrolidin-1-yl)-3,3-dimethyl-5-oxopentyl)oxy)acetate